C(=O)C=1C=C(C#N)C=CC1SC1=CC=C(C=C1)F 3-formyl-4-(4-fluorophenylthio)benzonitrile